C(=O)(O)COCCOCCOCC(=O)O 2-{2-[2-(carboxymethoxy)ethoxy]ethoxy}acetic acid